2-[[6-[2-(4-tert-butoxycarbonylpiperazin-1-yl)ethoxy]-3-pyridyl]amino]-8-methyl-7-oxo-pyrido[2,3-d]pyrimidine-6-carboxylic acid C(C)(C)(C)OC(=O)N1CCN(CC1)CCOC1=CC=C(C=N1)NC=1N=CC2=C(N1)N(C(C(=C2)C(=O)O)=O)C